C(CCCCC)C(CO)CCCCCCCC 2-HEXYL-1-DECANOL